2-((6aR,8R)-6a-ethyl-8-(piperidin-4-yl((tetrahydrofuran-2-yl)methyl)-amino)-5,6,6a,7,8,9-hexahydropyrrolo[1',2':4,5]pyrazino[2,3-c]pyridazin-2-yl)-6-fluorophenol C(C)[C@]12N(C=3C(=NN=C(C3)C3=C(C(=CC=C3)F)O)NC1)C[C@@H](C2)N(CC2OCCC2)C2CCNCC2